tert-butyl (3S)-3-[(1R)-1-hydroxy-2-[[4-[[1-(4-pyridylmethyl)-4-piperidyl]oxy]-benzoyl]amino]ethyl]-7-[(4-methyloxazol-5-yl)methoxy]-3,4-dihydro-1H-isoquinoline-2-carboxylate O[C@H](CNC(C1=CC=C(C=C1)OC1CCN(CC1)CC1=CC=NC=C1)=O)[C@H]1N(CC2=CC(=CC=C2C1)OCC1=C(N=CO1)C)C(=O)OC(C)(C)C